BrC1=NN2C(NC=3C=CC=CC3C2=N1)=O 2-Bromo[1,2,4]triazolo[1,5-c]quinazolin-5(6H)-one